N-Methyl-N-(3-(10-methyl-11-oxo-8-(trifluoromethoxy)-10,11-dihydrodibenzo[b,f][1,4]oxazepin-2-yl)phenyl)methanesulfonamide CN(S(=O)(=O)C)C1=CC(=CC=C1)C=1C=CC2=C(C(N(C3=C(O2)C=CC(=C3)OC(F)(F)F)C)=O)C1